P(OC1=CC(=CC(=C1)C(C)(C)C)C(C)(C)C)(OC1=CC(=CC(=C1)C(C)(C)C)C(C)(C)C)[O-] bis(3,5-di-tert-butylphenyl) phosphite